Cl.NC12CCC(C1)(C2)NC(OCC2=CC=CC=C2)=O benzyl (4-aminobicyclo[2.1.1]hexan-1-yl)carbamate, hydrochloride